CON(C(C(F)C1=C(C=CC=C1Br)OC1=CC(=CC(=C1)F)F)=O)C N-methoxy-N-methyl[6-bromo-2-(3,5-difluorophenoxy)phenyl]fluoroacetamide